BrC1=CC2=NC(=C3C(=C2S1)N(C(=N3)CCCCl)C)N 7-bromo-2-(3-chloropropyl)-1-methyl-1H-imidazo[4,5-d]thieno[3,2-b]pyridin-4-amine